C(CCOC1=C(C=C(C=C1C)Cl)C=1C(=C(C=C(C1)C(C)(CC(C)(C)C)C)N1C2=CC=C(C=C2C=2C=C(C=CC12)C(C)(C)C)C(C)(C)C)O)OC1(C(=CC(=CC1N1C2=CC=C(C=C2C=2C=C(C=CC12)C(C)(C)C)C(C)(C)C)C(C)(CC(C)(C)C)C)C1=CC(=CC(=C1)Cl)C)O 2',2''-(propane-1,3-diylbis(oxy))bis(5'-chloro-3-(3,6-di-tert-butyl-9H-carbazol-9-yl)-3'-methyl-5-(2,4,4-trimethylpentan-2-yl)biphenyl-2-ol)